5-(1-((1-methylcyclopentyl)methyl)-1H-pyrazol-4-yl)-6-(pyrazolo[1,5-a]pyridin-5-yl)picolinonitrile CC1(CCCC1)CN1N=CC(=C1)C=1C=CC(=NC1C1=CC=2N(C=C1)N=CC2)C#N